COC1=CC=C(C=C1)C1=NOC(=C1)NC1=NC(=NC=C1)N1CCNCC1 3-(4-Methoxyphenyl)-N-(2-(piperazin-1-yl)pyrimidin-4-yl)isoxazol-5-amine